3,5-dimethyl-4-aminobenzamide CC=1C=C(C(=O)N)C=C(C1N)C